1-[(3-fluoro-2-pyridinyl) methyl]-methyl 1,2,4-triazole-3-carboxylate N1N=C(N=C1)C(=O)OCCC1=NC=CC=C1F